C1(CC1)C(=O)N1CC(C1)N1N=CC(=C1)C=1N=C(C=2N(C1)N=CC2)C=2C=NN(C2)C(CC)CC cyclopropyl-(3-(4-(4-(1-(pent-3-yl)-1H-pyrazol-4-yl)pyrazolo[1,5-a]pyrazin-6-yl)-1H-pyrazol-1-yl)azetidin-1-yl)methanone